(6aR)-8-acryloyl-4-fluoro-3-(2-fluoro-6-hydroxyphenyl)-1-((R)-4-hydroxy-2,2-dimethylpyrrolidin-1-yl)-6,6a,7,8,9,10-hexahydro-12H-pyrazino[2,1-c]pyrido[3,4-f][1,4]oxazepin-12-one C(C=C)(=O)N1C[C@@H]2COC3=C(C(N2CC1)=O)C(=NC(=C3F)C3=C(C=CC=C3O)F)N3C(C[C@H](C3)O)(C)C